C(C1=CC=CC=C1)N1[C@@H](C[C@H](CC1)O)C1=C(C=C(C=C1)Br)OCCCC=C benzyl-(2S,4S)-2-[4-bromo-2-(pent-4-en-1-yloxy)phenyl]-4-hydroxy-piperidine